FC=1C(=C(C(=CC1)F)B1OC(C(O1)(C)C)(C)C)OC 2-(3,6-difluoro-2-methoxy-phenyl)-4,4,5,5-tetramethyl-1,3,2-dioxaborolane